(S)-3,5'-dichloro-4-((3,5-difluoropyridin-2-yl)methoxy)-2'-(2-(2-hydroxypropan-2-yl)thiazole-4-yl)-6-methyl-2H-[1,4'-bipyridine]-2-one ClC=1C(N(C(=CC1OCC1=NC=C(C=C1F)F)C)C1=CC(=NC=C1Cl)C=1N=C(SC1)C(C)(C)O)=O